ClC(OC1=CC=C(C=C1)NC(=O)C1=CN(C(C=C1)=O)C1=CN=CS1)(F)F N-[4-[Chloro(difluoro)methoxy]phenyl]-6-oxo-1-thiazol-5-yl-pyridine-3-carboxamide